NC1=CC2=C(N=C(N2)S)C=C1 5-Amino-2-mercaptobenzimidazole